4-(3-(cyclopropylmethoxy)-4-(difluoromethoxy)phenyl)piperazine-2-carboxylic acid methyl ester hydrochloride Cl.COC(=O)C1NCCN(C1)C1=CC(=C(C=C1)OC(F)F)OCC1CC1